tert-butyl 1-((6S)-4-(4-chlorophenyl)-2,3,9-trimethyl-3a,10a-dihydro-6H-thieno[3,2-f][1,2,4]triazolo[4,3-a][1,4]diazepin-6-yl)-2-oxo-6,9,12-trioxa-3-azatetradecan-14-oate ClC1=CC=C(C=C1)C1=N[C@H](C=2N(C3C1C(=C(S3)C)C)C(=NN2)C)CC(NCCOCCOCCOCC(=O)OC(C)(C)C)=O